NC=1C(NC2=CC(=C(N=C2C1C1=C2C=NNC2=C(C=C1)F)C)C1CC1)=O 3-Amino-7-cyclopropyl-4-(7-fluoro-1H-indazol-4-yl)-6-methyl-1,5-naphthyridin-2(1H)-one